2-amino-4-(1-(5-fluoro-2-methoxypyridin-3-yl)-2-methoxyethyl)-phenol NC1=C(C=CC(=C1)C(COC)C=1C(=NC=C(C1)F)OC)O